FC1(C2CC(CC(C1)N2C(=O)OC(C)(C)C)OC=2N=NC(=CC2)I)F tert-butyl 6,6-difluoro-3-[(6-iodopyridazin-3-yl) oxy]-8-azabicyclo[3.2.1]octane-8-carboxylate